10-hydroxy-cis-12-octadecenoic acid ethyl ester C(C)OC(CCCCCCCCC(C\C=C/CCCCC)O)=O